ClC=1C=C(C(=O)NC2=CC=C(C=C2)C=2OC(=NN2)C2=CC=CC=C2)C=C(C1)C 3-chloro-5-methyl-N-[4-(5-phenyl-1,3,4-oxadiazol-2-yl)phenyl]benzamide